CS(=O)(=O)NC(CC)=O N-methanesulfonylpropanamide